α,β-difluoroacrylate FC(C(=O)[O-])=CF